BrC1=C(N=C(S1)C=1SC(=C(N1)CCCC)Br)CCCC 5,5'-dibromo-4,4'-dibutyl-2,2'-bithiazole